3-iodopropan-1-ol ICCCO